O=C1NC(CCC1N1C(C2=CC=C(C=C2C1)N1CCC(CC1)CN1CCN(CC1)C=1C=C(C=CC1)S(=O)(=O)N1CCC(CC1)NC(OC(C)(C)C)=O)=O)=O tert-butyl (1-((3-(4-((1-(2-(2,6-dioxopiperidin-3-yl)-1-oxoisoindolin-5-yl)piperidin-4-yl)methyl)piperazin-1-yl)phenyl)sulfonyl)piperidin-4-yl)carbamate